C[C@H]1[C@H]([C@H]([C@@H]([C@@H](O1)O[C@@H]2[C@H]([C@H](O[C@@H]([C@@H]2O)CO)O[C@H]3[C@H](O[C@@H]([C@@H]([C@H]3O)O)OCCCCCN)CO)NC(=O)C)NC(=O)C)O[C@H]4[C@H]([C@H]([C@@H]([C@H](O4)CO)O)O)NC(=O)C)O The molecule is a linear tetrasaccharide derivative consisting of N-acetyl-alpha-D-mannosaminyl, N-acetyl-alpha-L-fucosaminyl, N-acetyl-alpha-D-galactosaminyl and alpha-D-galactosyl residues linked sequentially (1->3), (1->3) and (1->4), and at the reducing end linked glycosidically to a 5-aminopentyl group. It is a tetrasaccharide derivative and a glycoside.